N4-(2-fluoro-5-nitrophenyl)-N2-(pyridin-3-yl)-5-[4-(trifluoromethyl)phenyl]pyrimidine-2,4-diamine FC1=C(C=C(C=C1)[N+](=O)[O-])NC1=NC(=NC=C1C1=CC=C(C=C1)C(F)(F)F)NC=1C=NC=CC1